tert-butyl 4-(6-(2,8-dimethylimidazo[1,2-b]pyridazin-6-yl)-8-fluoro-1-oxoisoquinolin-2(1H)-yl)piperidine-1-carboxylate CC=1N=C2N(N=C(C=C2C)C=2C=C3C=CN(C(C3=C(C2)F)=O)C2CCN(CC2)C(=O)OC(C)(C)C)C1